OC[C@H](C1=CC=CC=C1)NC1=NC(=NC=C1C1=NC(=NO1)C1=NC=CC=C1)NC1=CC=C2C(NN(C2=C1)C(C)C)=O (S)-6-((4-((2-hydroxy-1-phenylethyl)amino)-5-(3-(pyridin-2-yl)-1,2,4-oxadiazol-5-yl)pyrimidin-2-yl)amino)-1-isopropyl-1,2-dihydro-3H-indazol-3-one